4-phenylthiophene-2-carboxylic acid C1(=CC=CC=C1)C=1C=C(SC1)C(=O)O